NCC(=O)NCOCCC1=C(C=C(C=C1)NC(NCC=1C=C2CN(C(C2=CC1)=O)C1C(NC(CC1)=O)=O)=O)Cl 2-amino-N-[(2-[2-chloro-4-[([[2-(2,6-dioxopiperidin-3-yl)-1-oxo-3H-isoindol-5-yl]methyl]carbamoyl)amino]phenyl]ethoxy)methyl]acetamide